FC=1C=C(C=NC1)[C@H](CNC(CC1CCN(CC1)C(=O)OC(C)(C)C)(C)C)O tert-butyl (R)-4-(2-((2-(5-fluoropyridin-3-yl)-2-hydroxyethyl)amino)-2-methylpropyl)piperidine-1-carboxylate